ClC1=NC=2OC[C@@H]3CCCCN3C3=NC(=NC(=C1F)C32)S(=O)(=O)C (7S)-12-chloro-13-fluoro-16-methylsulfonyl-9-oxa-2,11,15,17-tetrazatetracyclo[8.7.1.02,7.014,18]octadeca-1(17),10(18),11,13,15-pentaene